C1N(CCC2=CC=CC=C12)C[C@H](CN1CCOC2=C(C1=O)C=CC(=C2)CN2CCOCCC2)O 4-[(2R)-3-(3,4-dihydro-1H-isoquinolin-2-yl)-2-hydroxy-propyl]-8-(1,4-oxazepan-4-yl-methyl)-2,3-dihydro-1,4-benzoxazepin-5-one